[Br-].C1(=CC=CC=C1)[NH2+]C(=O)O phenyl-carboxyl-ammonium bromide